(S)-5-(3,5-difluorophenyl)-2-(3-fluorobicyclo[1.1.1]pentan-1-yl)-5,6-dihydro-3H-pyrrolo[2,1-c][1,2,4]triazole-3,7(2H)-dione FC=1C=C(C=C(C1)F)[C@@H]1CC(C2=NN(C(N21)=O)C21CC(C2)(C1)F)=O